Indole-3-carboxylic acid methyl ester hydrochloride Cl.COC(=O)C1=CNC2=CC=CC=C12